(S)-(tert-butyl 1-(4-bromo-5-chloropyridin-2-yl)-2-hydroxyethyl) carbamate C(N)(O[C@H](C(O)C(C)(C)C)C1=NC=C(C(=C1)Br)Cl)=O